1-(6-fluoropyridin-3-yl)methanone FC1=CC=C(C=N1)C=O